NCC1CC(O1)C(O)C1=C(C(=CC=C1)F)Cl (4-(aminomethyl)oxetan-2-yl)(2-chloro-3-fluorophenyl)methanol